NC1=C(C=C(C=N1)NC(C(=O)N1[C@@H](CC[C@H](C1)C)C1CCC(CC1)O)=O)C N-(6-amino-5-methyl-3-pyridyl)-2-[(2S,5R)-2-(4-hydroxycyclohexyl)-5-methyl-1-piperidyl]-2-oxo-acetamide